N1N=NC(=C1)C1CN(C1)C1=NN=C(O1)C=1C=NC(=NC1)NC1CC2=CC(=C(C=C2C1)F)F 5-(5-(3-(1H-1,2,3-triazol-4-yl)azetidin-1-yl)-1,3,4-oxadiazol-2-yl)-N-(5,6-difluoro-2,3-dihydro-1H-inden-2-yl)pyrimidin-2-amine